methyl N-[[5-[1-(4-amino-2,6-difluorophenyl)-1H-1,2,3-triazol-4-yl]-2-methyl-phenyl]methyl]carbamate NC1=CC(=C(C(=C1)F)N1N=NC(=C1)C=1C=CC(=C(C1)CNC(OC)=O)C)F